CC=1N=NN(N1)CC(=O)OCCC=C(F)F 4,4-difluorobut-3-en-1-yl 2-(5-methyl-2H-tetrazol-2-yl)acetate